S1C=NCCC1C(=O)[O-] 5,6-dihydro-4H-1,3-thiazine-6-carboxylate